F[C@@H](C(=O)NC1=C(C=C(C=C1)NCC1=CC=C(C=C1)C(F)(F)F)NC)[C@@H](CCCCC)F (2S,3R)-2,3-difluoro-N-(2-(methylamino)-4-((4-(trifluoromethyl)benzyl)amino)phenyl)octanamide